1-(4-fluorophenyl)-4-(2,2,2-trifluoroethoxy)-1H-pyrazole-3-carboxylic acid FC1=CC=C(C=C1)N1N=C(C(=C1)OCC(F)(F)F)C(=O)O